C(C(O)CC(=O)O)(=O)O (3S,5R)-malic acid